((5-chloropyrazin-2-yl)methylamino)-2-methyl-1-oxopropan-2-ylcarbamate ClC=1N=CC(=NC1)CNN(C([O-])=O)C(C=O)(C)C